C1(CCCCC1)P(C1=C(C=CC=C1)C1=C(C=C(C=C1CCC)CCC)CCC)C1CCCCC1 2-dicyclohexylphosphino-2',4',6'-trispropyl-1,1'-biphenyl